3-[4-[[(3R)-3,4-dimethylpiperazin-1-yl]methyl]anilino]-5-(methylamino)-6-(3-methylimidazo[4,5-c]pyridin-7-yl)pyrazine-2-carboxamide formate salt C(=O)O.C[C@@H]1CN(CCN1C)CC1=CC=C(NC=2C(=NC(=C(N2)NC)C=2C3=C(C=NC2)N(C=N3)C)C(=O)N)C=C1